pyrrolidineAt N1(CCCC1)C(=O)[O-]